The molecule is a tertiary amine, an organochlorine compound and an aromatic ether. It has a role as an antineoplastic agent, an estrogen antagonist, an estrogen receptor modulator and a bone density conservation agent. It derives from a hydride of a stilbene. CN(C)CCOC1=CC=C(C=C1)/C(=C(/CCCl)\\C2=CC=CC=C2)/C3=CC=CC=C3